7-isopropoxy-2-((1S,4R)-1-methyl-2-oxabicyclo[2.2.1]heptan-4-yl)imidazo[1,2-a]pyridine-6-carboxylic acid C(C)(C)OC1=CC=2N(C=C1C(=O)O)C=C(N2)[C@@]21CO[C@@](CC2)(C1)C